ClC1=NC(=NC2=CC3=C(C=C12)N(C(C3(C)OCC)=O)C)C 4-chloro-8-ethoxy-2,6,8-trimethyl-6,8-dihydro-7H-pyrrolo[2,3-g]quinazolin-7-one